(R)-N-(1-hydroxypropan-2-yl)-8-(spiro[2.5]oct-5-en-6-yl)quinoline-3-carboxamide OC[C@@H](C)NC(=O)C=1C=NC2=C(C=CC=C2C1)C1=CCC2(CC2)CC1